(1s,4s)-4-((2-Chloro-5-iodopyridin-4-yl)amino)-1-(hydroxymethyl)cyclohexan-1-ol ClC1=NC=C(C(=C1)NC1CCC(CC1)(O)CO)I